COC(=O)C=1C=C(C=C2C(=NN(C12)CC(=O)N1[C@@H](C[C@H](C1)F)C(NC1=NC(=CC=C1)Br)=O)C(C)=O)C=1C=NC(=NC1)C.C1(CCCCC1)C(=CCC)C1CCCCC1 dicyclohexyl-trans-butene methyl-3-acetyl-1-(2-((2S,4R)-2-((6-bromopyridin-2-yl)carbamoyl)-4-fluoropyrrolidin-1-yl)-2-oxoethyl)-5-(2-methylpyrimidin-5-yl)-1H-indazole-7-carboxylate